3-(THIOPHEN-2-YL)ACRYLALDEHYDE S1C(=CC=C1)C=CC=O